[N+](=O)([O-])N=C1NCCN1 nitroiminoimidazolidine